ClC1=C(C(=C(C(=C1S(=O)(=O)N)Cl)S(=O)(=O)N)Cl)Cl tetrachlorobenzene-1,3-disulfonamide